BrC1=C(C=C(C(=O)N2CC=3N=C(N(C(C3CC2C)=O)C2=CC=C(C(=O)NC)C=C2)C2CNCC2)C=C1)C(F)(F)F 4-(7-(4-bromo-3-(trifluoromethyl)benzoyl)-6-methyl-4-oxo-2-(pyrrolidin-3-yl)-5,6,7,8-tetrahydropyrido[3,4-d]pyrimidin-3(4H)-yl)-N-methylbenzamide